tert-Butyl 4-oxo-3-(phenylamino)-2-(thiazol-2-yl)-1,4,6,7-tetrahydro-5H-pyrrolo[3,2-c]pyridine-5-carboxylate O=C1N(CCC2=C1C(=C(N2)C=2SC=CN2)NC2=CC=CC=C2)C(=O)OC(C)(C)C